(Ra)-N-(5-(5-amino-1H-pyrazol-1-yl)-1,3,4-thiadiazol-2-yl)-4-(2-cyano-6-methylphenyl)-3-(2-methoxyethoxy)-2-oxo-2H-pyran-6-carboxamide NC1=CC=NN1C1=NN=C(S1)NC(=O)C1=CC(=C(C(O1)=O)OCCOC)C1=C(C=CC=C1C)C#N